(S)-4-(N-(8'-(azetidin-1-yl)-4'H-spiro[cyclopropane-1,5'-naphtho[2,1-d]isoxazol]-3'-yl)sulfamoyl)-3,5-dimethoxy-N-methyl-N-(1-methylpyrrolidin-3-yl)benzamide N1(CCC1)C1=CC=C2C3(CC=4C(=NOC4C2=C1)NS(=O)(=O)C1=C(C=C(C(=O)N([C@@H]2CN(CC2)C)C)C=C1OC)OC)CC3